3-[[5-[5-(difluoromethyl)-1,3,4-oxadiazol-2-yl]-2-pyridyl]methyl]-5-[4-[(4-isopropylpiperazin-1-yl)methyl]phenyl]-1,3,4-oxadiazol-2-thione FC(C1=NN=C(O1)C=1C=CC(=NC1)CN1C(OC(=N1)C1=CC=C(C=C1)CN1CCN(CC1)C(C)C)=S)F